(2S)-3-methyl-1-(4-methylpiperidin-1-yl)butan-2-amine CC([C@@H](CN1CCC(CC1)C)N)C